C(C)(C)(C)C=1SC(=CN1)C(=O)NCC1=C(C=C(C=C1)C1=NC=NC(=C1)NC1=NN(C=C1)CCO)C 2-(tert-butyl)-N-(4-(6-((1-(2-hydroxyethyl)-1H-pyrazol-3-yl)amino)pyrimidin-4-yl)-2-methylbenzyl)thiazole-5-carboxamide